4-bromo-2-methyl-benzenesulfonamide BrC1=CC(=C(C=C1)S(=O)(=O)N)C